3-(6-chloropyrimidin-4-yl)-5-(difluoromethyl)-2-iodopyrazolo[1,5-a]pyrimidine ClC1=CC(=NC=N1)C=1C(=NN2C1N=C(C=C2)C(F)F)I